NC1=CC=C(C=C1)C1CN(CCC1)C(=O)OC(C)(C)C tert-butyl 3-(4-aminophenyl)piperidine-1-carboxylate